CN1C=CC=2C1=C(N=CC2)N[C@H]2CN(CCC2)C(=O)O.N(=C=O)CC(CCCC)CCC 5-(isocyanatomethyl)octane (R)-3-((1-methyl-1H-pyrrolo[2,3-c]pyridin-7-yl)amino)piperidine-1-carboxylate